2-(4-((20Z,23Z)-10-((8Z,11Z)-heptadeca-8,11-dien-1-yl)-8,8-dimethyl-7,9,11-trioxa-8-silanonacosa-20,23-dien-1-yl)piperazin-1-yl)ethan-1-ol C(CCCCCC\C=C/C\C=C/CCCCC)C(O[Si](OCCCCCCN1CCN(CC1)CCO)(C)C)OCCCCCCCC\C=C/C\C=C/CCCCC